C(C)(C)N1C(N2[C@@H](CN(CC2)CC2=C([C@@H](N=C(N2)C=2SC=CN2)C2=C(C(=CC=C2)F)Cl)C(=O)OCC)C1)=O Ethyl (4R)-6-[[(8aS)-2-isopropyl-3-oxo-5,6,8,8a-tetrahydro-1H-imidazo[1,5-a]pyrazin-7-yl]methyl]-4-(2-chloro-3-fluoro-phenyl)-2-thiazol-2-yl-1,4-dihydropyrimidine-5-carboxylate